tert-butyl (S)-3-(4-(6-((6-amino-2-(difluoromethyl)pyrimidin-4-yl)amino)-4-methoxypyridin-3-yl)-1H-pyrazol-1-yl)pyrrolidine-1-carboxylate NC1=CC(=NC(=N1)C(F)F)NC1=CC(=C(C=N1)C=1C=NN(C1)[C@@H]1CN(CC1)C(=O)OC(C)(C)C)OC